1-[1]benzofuro[3,2-d]pyrimidin-4-ylpiperidine-3-carboxylic acid N1=CN=C(C2=C1C1=C(O2)C=CC=C1)N1CC(CCC1)C(=O)O